3,3-Bis(2-ethoxy-4-diethylaminophenyl)-4-azaphthalide C(C)OC1=C(C=CC(=C1)N(CC)CC)C1(OC(=O)C2=CC=CN=C12)C1=C(C=C(C=C1)N(CC)CC)OCC